CNC(OCCN1CC2=CC=CC=C2C2(CCN(CC2)C2CCC(CC2)=C(C)C)C1=O)=O 2-(3-oxo-1'-(4-(propan-2-ylidene) cyclohexyl)-1H-spiro[isoquinoline-4,4'-piperidin]-2(3H)-yl)ethyl methyl-carbamate